FC(COC1=C(C=CC=C1)C1=NC(=CC2=C1CN(C2=O)C2=CC=C(C=C2)C(C)(C)O)C(C)(C)F)F 4-[2-(2,2-difluoroethoxy)phenyl]-6-(2-fluoropropan-2-yl)-2-[4-(2-hydroxypropan-2-yl)phenyl]-2,3-dihydro-1H-pyrrolo[3,4-c]pyridin-1-one